tert-butyl (R)-((3-(3,5-difluoro-4-(4-(oxetan-3-yl)piperazin-1-yl)phenyl)-2-oxooxazolidin-5-yl)methyl)(isoxazol-3-yl)carbamate FC=1C=C(C=C(C1N1CCN(CC1)C1COC1)F)N1C(O[C@H](C1)CN(C(OC(C)(C)C)=O)C1=NOC=C1)=O